4-(3-bromo-2-(2-hydroxy-2-phenylethoxy)phenyl)-5,6-dihydropyridine-1(2H)-carboxylic acid BrC=1C(=C(C=CC1)C1=CCN(CC1)C(=O)O)OCC(C1=CC=CC=C1)O